(carbonyl)-L-serine C(=O)=N[C@@H](CO)C(=O)O